γ-Aminopropylmethyldimethoxysilane NCCC[Si](OC)(OC)C